C1(=CC=CC=C1)NC1=C(C=NC(=C1)NC(C)=O)C1=NC=CC=C1 N-(4'-(phenylamino)-[2,3'-bipyridin]-6'-yl)acetamide